OCC1(CCCCC1)NC(=O)C=1C=2C[C@H]3[C@@H](C2N(N1)C1=C(C=C(C=C1)F)F)C3 (1aS,5aS)-2-(2,4-Difluoro-phenyl)-1a,2,5,5a-tetrahydro-1H-2,3-diaza-cyclopropa[a]pentalene-4-carboxylic acid (1-hydroxymethyl-cyclohexyl)-amide